C(#N)C1=C(C=C(OC=2C3=CC=CC=C3C(=C3C=CC=CC23)C2=CC(=C(C=C2)C#N)C2=CC=C(C=C2)C(=C(C2=CC=CC=C2)C2=CC=CC=C2)C2=CC=CC=C2)C=C1)C1=CC=C(C=C1)C(=C(C1=CC=CC=C1)C1=CC=CC=C1)C1=CC=CC=C1 9-{4-cyano-3-[4-(1,2,2-triphenylvinyl)phenyl]phenoxy}-10-{4-cyano-3-[4-(1,2,2-triphenylvinyl)phenyl]phenyl}anthracene